FC1=CC=C(C=C1)C1=CN=C(N1)[C@H](C)NC([C@H](CC(=O)N1[C@H](CCCC1)C)NC(=O)C1=NOC(=C1)C)=O N-((S)-1-(((S)-1-(5-(4-fluorophenyl)-1H-imidazol-2-yl)ethyl)amino)-4-((S)-2-methylpiperidin-1-yl)-1,4-dioxobutan-2-yl)-5-methylisoxazole-3-carboxamide